ClC=1C(=C(C(=C(C1C1=C(C=CC=C1)S(=O)C)C1=CC=CC=C1)C1=CC=CC=C1)C1=CC=CC=C1)C1=CC=CC=C1 6'-chloro-2-(methylsulfinyl)-3',4',5'-triphenyl-1,1':2',1''-terphenyl